(R)-N-(4-((2-(1,1-difluoroethyl)-6-methylpyrimidin-4-yl)amino)-5-(2-methoxybutoxy)pyridin-2-yl)acetamide FC(C)(F)C1=NC(=CC(=N1)NC1=CC(=NC=C1OC[C@@H](CC)OC)NC(C)=O)C